5-(1,1-dicyclohexylethoxycarbonylmethyloxycarbonyl)-7-oxo-bicyclo[2.2.1]Hept-2-ene C1(CCCCC1)C(C)(OC(=O)COC(=O)C1C2C=CC(C1)C2=O)C2CCCCC2